2-hydroxy-2-methyl-3-phenyl-N-(p-tolyl)propanamide OC(C(=O)NC1=CC=C(C=C1)C)(CC1=CC=CC=C1)C